1,2-dimyristoyl-sn-glycero-3-phosphorylcholine C(CCCCCCCCCCCCC)(=O)OC[C@@H](OC(CCCCCCCCCCCCC)=O)COP(=O)(O)OCC[N+](C)(C)C